O1C(CCCC1)OCCC=1N=NN(C1)C1=CC=C(CNC(C(=C)C)=O)C=C1 N-(4-(4-(2-((tetrahydro-2H-pyran-2-yl)oxy)ethyl)-1H-1,2,3-triazol-1-yl)benzyl)methacrylamide